C(C)(C)C=1C=NN2C1N=C(N=C2NC2CCN(CC2)C(=O)OC(C)(C)C)C tert-butyl 4-((8-isopropyl-2-methylpyrazolo[1,5-a][1,3,5]triazin-4-yl)amino)piperidine-1-carboxylate